BrC1=NC(=CC(=C1)[C@@H]1OCCN([C@H]1C(C)C)CC=C)Cl trans-1-(2-(2-bromo-6-chloropyridin-4-yl)-3-isopropylmorpholino)prop-2-en